2-{2-[2-(1H-1,3-Benzodiazol-2-yl)acetamido]ethyl}-N-[(3-fluoropyridin-2-yl)methyl]-1,3-thiazole-4-carboxamide dihydrochloride Cl.Cl.N1C(=NC2=C1C=CC=C2)CC(=O)NCCC=2SC=C(N2)C(=O)NCC2=NC=CC=C2F